Methyl 3-amino-3-(4-bromophenyl)propanoate NC(CC(=O)OC)C1=CC=C(C=C1)Br